4,6-di([1,1'-biphenyl]-4-yl)-1,3,5-triazin C1(=CC=C(C=C1)C1=NC=NC(=N1)C1=CC=C(C=C1)C1=CC=CC=C1)C1=CC=CC=C1